C12(CC3CC(CC(C1)C3)C2)NCC=2N=C(SC2)CSC2=C3C(N(C(C3=CC(=C2)F)=O)C2C(NC(CC2)=O)=O)=O 4-(((4-(((adamantan-1-yl)amino)methyl)thiazol-2-yl)methyl)thio)-2-(2,6-dioxopiperidin-3-yl)-6-fluoroisoindoline-1,3-dione